ClC=1C(=NC(=NC1)NC1=C(C=C(C=C1)N1CCC(CC1)NCCCCC#CC=1C=C2CN(C(C2=CC1)=O)C1C(NC(CC1)=O)=O)OC)NC1=C(C=CC=C1)P(=O)(OC)OC 3-(5-(6-((1-(4-((5-chloro-4-((2-(dimethylphosphono)phenyl)amino)pyrimidin-2-yl)amino)-3-methoxyphenyl)piperidin-4-yl)amino)hex-1-yn-1-yl)-1-oxoisoindolin-2-yl)piperidine-2,6-dione